(S)-4-amino-4-(6-(2,2'-dichloro-3'-(6-methoxy-5-((S)-pyrrolidin-2-yl)pyridin-2-yl)-[1,1'-biphenyl]-3-yl)-2-methoxypyridin-3-yl)butan-1-ol N[C@@H](CCCO)C=1C(=NC(=CC1)C=1C(=C(C=CC1)C1=C(C(=CC=C1)C1=NC(=C(C=C1)[C@H]1NCCC1)OC)Cl)Cl)OC